5-(4-bromo-1H-pyrazol-1-yl)-2-fluoropyridine BrC=1C=NN(C1)C=1C=CC(=NC1)F